ClC(OC1=CC=C(C=C1)NC1=NC=CC=C1C=1OC(=NN1)CNC)(F)F N-(4-(chlorodifluoromethoxy)phenyl)-3-(5-((methylamino)methyl)-1,3,4-oxadiazol-2-yl)pyridine-2-Amine